(6S)-6-{2-Chloro-3-[(6-methyl-pyridin-3-yl)amino]phenyl}-3-[(4R*)-2,2-dimethyltetrahydro-pyran-4-yl]-2-imino-6-methyl-hexahydropyrimidin-4-one ClC1=C(C=CC=C1NC=1C=NC(=CC1)C)[C@@]1(CC(N(C(N1)=N)[C@H]1CC(OCC1)(C)C)=O)C |o1:22|